C(CC)N(C=1N=CC2=C(N1)C(N(C2)C(C)C)=O)CCC 2-(dipropylamino)-6-(propan-2-yl)-5,6-dihydro-7H-pyrrolo[3,4-d]pyrimidin-7-one